C(C)(C)(C)OC(=O)N(CCCCCOC/C=C/C=1C=C2C(=NC1)NC([C@]21CC=2C(=NC=C(C2)C(=O)OC)C1)=O)C methyl (S,E)-5'-(3-((5-((tert-butoxycarbonyl)(methyl)amino)pentyl)oxy)prop-1-en-1-yl)-2'-oxo-1',2',5,7-tetrahydrospiro[cyclopenta[b]pyridine-6,3'-pyrrolo[2,3-b]pyridine]-3-carboxylate